C(C)(C)(C)C=1C=C(C=C(C1O)C(C)(C)C)C(=O)C1=CC=C(C=C1)[N+](=O)[O-] (3,5-di-tert-butyl-4-hydroxyphenyl)(4-nitrophenyl)methanone